triisodecyl phosphate tridecyl-phosphate C(CCCCCCCCCCCC)OP(=O)(O)O.P(=O)(OCCCCCCCC(C)C)(OCCCCCCCC(C)C)OCCCCCCCC(C)C